1-(4-methoxy-3-nitrophenyl)cyclopropyl acetate C(C)(=O)OC1(CC1)C1=CC(=C(C=C1)OC)[N+](=O)[O-]